1,2-DIHYDRO-6,8-DIMETHYL-2-OXO-3-QUINOLINECARBOXALDEHYDE CC=1C=C2C=C(C(NC2=C(C1)C)=O)C=O